C1=2C=C(C=CC2CC1)CCC(=O)Cl 3-[bicyclo[4.2.0]octa-1(6),2,4-trien-3-yl]propanoyl chloride